benzyl (1S,4aR,8aS)-5-formyl-1-methyl-3,4,4a,5,6,7,8,8a-octahydro-1H-isoquinoline-2-carboxylate C(=O)C1[C@@H]2CCN([C@H]([C@H]2CCC1)C)C(=O)OCC1=CC=CC=C1